5-(((3-((3-(phenylthio)phenethyl)amino)propyl)amino)methyl)cyclopentane-1,2-diol C1(=CC=CC=C1)SC=1C=C(CCNCCCNCC2CCC(C2O)O)C=CC1